4-(4,4,5,5-tetramethyl-1,3,2-dioxaborolan-2-yl)-1H-pyrazole-1-acetamide CC1(OB(OC1(C)C)C=1C=NN(C1)CC(=O)N)C